(4-cyclopropylphenyl)boric acid C1(CC1)C1=CC=C(C=C1)OB(O)O